P(=O)(OCCOC1=CC(=C(C(=C1)Cl)N1C(=CC(C2=C(N=CC(=C12)Cl)OC[C@@H](C(=O)NC)O)=O)C)Cl)(O)O (S)-2-(3,5-dichloro-4-(8-chloro-5-(2-hydroxy-3-(methylamino)-3-oxopropoxy)-2-methyl-4-oxo-1,6-naphthyridin-1(4H)-yl)phenoxy)ethyl dihydrogen phosphate